FC(OC=1C=C(C=CC1)C1=CC(=CS1)C(=O)O)(F)F 5-(3-(trifluoromethoxy)phenyl)thiophene-3-carboxylic acid